(1-(3-fluorobenzyl)-1H-indazol-3-yl)(4-(pyrimidin-2-yl)piperazin-1-yl)methanone FC=1C=C(CN2N=C(C3=CC=CC=C23)C(=O)N2CCN(CC2)C2=NC=CC=N2)C=CC1